9-(1-((6-chloro-2-(1-methyl-1H-pyrazol-4-yl)pyridin-3-yl)amino)ethyl)-4,7-dimethyl-3-(pyridin-2-yl)-3,4-dihydro-5H-pyrazolo[3,4-c]isoquinolin-5-one ClC1=CC=C(C(=N1)C=1C=NN(C1)C)NC(C)C=1C=2C3=C(N(C(C2C=C(C1)C)=O)C)N(N=C3)C3=NC=CC=C3